NC1=NC=C(C2=C1C(=NN2C(C)C)C2=CC(=C(C=C2)NS(=O)(=O)CC2=C(C=CC=C2)Cl)F)C2=CC[C@H](CC2)N[C@@H](CF)C N-(4-(4-amino-7-(4(S)-((1-fluoropropane-2(R)-yl)amino)cyclohex-1-en-1-yl)-1-isopropyl-1H-pyrazolo[4,3-c]pyridin-3-yl)-2-fluorophenyl)-1-(2-chlorophenyl)methanesulfonamide